4-(((1R,4r)-4-aminocyclohexyl)oxy)-2-methoxybenzonitrile hydrochloride Cl.NC1CCC(CC1)OC1=CC(=C(C#N)C=C1)OC